C(C1=CC=CC=C1)N(C1CCC(CC1)C(C)=O)CC1=CC=CC=C1 1-((1r,4r)-4-(dibenzylamino)cyclohexyl)ethan-1-one